3-[[(2R)-1-(2,2-dimethylpropionyl)azetidin-2-yl]methyl]benzimidazole-5-carboxylic acid CC(C(=O)N1[C@H](CC1)CN1C=NC2=C1C=C(C=C2)C(=O)O)(C)C